tert-butyl ((2S,3S,4S)-1-(4-(benzyloxy)phenyl)-3-hydroxy-5-((S)-4-isopropyl-2-oxooxazolidin-3-yl)-4-methyl-5-oxopentan-2-yl)carbamate C(C1=CC=CC=C1)OC1=CC=C(C=C1)C[C@@H]([C@H]([C@@H](C(=O)N1C(OC[C@@H]1C(C)C)=O)C)O)NC(OC(C)(C)C)=O